(S)-2-(5-(4-(2-(2-hydroxyphenyl)-6a,7,9,10-tetrahydro-5H-pyrazino[1',2':4,5]pyrazino[2,3-c]pyridazin-8(6H)-yl)piperidin-1-yl)pyrazin-2-yl)-2-azaspiro[3.3]heptane-6-carboxylic acid OC1=C(C=CC=C1)C=1C=C2C(=NN1)NC[C@@H]1N2CCN(C1)C1CCN(CC1)C=1N=CC(=NC1)N1CC2(C1)CC(C2)C(=O)O